3-(2,6-dimethylphenyl)-2-ethyl-8-fluoro-6-iodoquinazolin-4(3H)-one CC1=C(C(=CC=C1)C)N1C(=NC2=C(C=C(C=C2C1=O)I)F)CC